ClC=1C=C(C=CC1F)NC(N([C@H](C)C1=CNC(C2=CC=CC=C12)=O)CCCC(=O)O)=O |r| racemic-4-(3-(3-chloro-4-fluorophenyl)-1-(1-(1-oxo-1,2-dihydroisoquinolin-4-yl)ethyl)ureido)butanoic acid